OC(CCCCCCC\C=C\CCCCCC)=O (10E)-oxaheptadec-10-en-2-one